N'-[(2R)-2-benzyloxy-2-(trifluoromethyl)hex-5-enoyl]-3-nitro-6-(1-pyrimidin-2-ylbut-3-enylamino)-5-(trifluoromethyl)pyridine-2-carbohydrazide C(C1=CC=CC=C1)O[C@@](C(=O)NNC(=O)C1=NC(=C(C=C1[N+](=O)[O-])C(F)(F)F)NC(CC=C)C1=NC=CC=N1)(CCC=C)C(F)(F)F